4-(4-chloro-2-fluorophenyl)-3-(3-chlorophenyl)-1-(cyclopentylmethyl)-5-neopentylpyrrolidine-2-carboxylic acid ClC1=CC(=C(C=C1)C1C(C(N(C1CC(C)(C)C)CC1CCCC1)C(=O)O)C1=CC(=CC=C1)Cl)F